N-(4-vinylbenzoyl)-L-phenylalanine C(=C)C1=CC=C(C(=O)N[C@@H](CC2=CC=CC=C2)C(=O)O)C=C1